COC=1C=C(CN(C(=O)OCOC=2C=CC=NC2)CC2=CC(=CC=C2)OC)C=CC1 5-[bis(3-methoxybenzyl)aminocarbonyloxymethoxy]pyridine